N1-(2-ethyl-6-methylthieno[2,3-d]pyrimidin-4-yl)-N3-methyl-N3-phenylpropane-1,3-diamine C(C)C=1N=C(C2=C(N1)SC(=C2)C)NCCCN(C2=CC=CC=C2)C